C(C)C=1SC=CN1 ethyl-1,3-thiazole